racemic-1-(3-fluorophenyl)-3-(isoquinolin-4-yl)-2-oxoimidazoline-4-carbonitrile FC=1C=C(C=CC1)N1C(N([C@H](C1)C#N)C1=CN=CC2=CC=CC=C12)=O |r|